C1(CC1)C1=NN(C2=C1C(=NC=C2NCCCNC(OC(C)(C)C)=O)C2=CC(=C(C=C2)S(=O)(=O)C)C)C2OCCCC2 tert-butyl N-[3-[[3-cyclopropyl-4-(3-methyl-4-methylsulfonyl-phenyl)-1-tetrahydropyran-2-yl-pyrazolo[4,3-c]pyridin-7-yl]amino]propyl]carbamate